C(#N)C(C(=O)NNC(=O)C=1C=CC2=C(NC([C@H](CS2)NC(OC(C)(C)C)=O)=O)C1)(C)C tert-butyl N-[(3R)-7-[[(2-cyano-2-methyl-propanoyl)amino]carbamoyl]-4-oxo-3,5-dihydro-2H-1,5-benzothiazepin-3-yl]carbamate